C(#N)C=1C(=NC=CC1)N1CC2(CC2C(=O)NC=2N=CC3=C(N=C(C=C3C2)Cl)Cl)C1 5-(3-cyanopyridin-2-yl)-N-(6,8-dichloro-2,7-naphthyridin-3-yl)-5-azaspiro[2.3]Hexane-1-carboxamide